OC(CCCCCCCCCC1=C(C(=CC=C1)O)O)\C=C/CCCCC (Z)-3-(10-hydroxyheptadec-11-enyl)benzene-1,2-diol